FC(S(=O)(=O)C1=CC=C(C=C1)CC1CC2(CNC2)C1)(F)F 6-[[4-(trifluoromethylsulfonyl)phenyl]methyl]-2-azaspiro[3.3]heptane